CN1N=CC(=C1)C=1C=CC=2N(C1)N=CC2N2CCN(CC2)C2=NN(C=N2)CC2=CC=NC=C2 6-(1-methyl-1H-pyrazol-4-yl)-3-(4-(1-(pyridin-4-ylmethyl)-1H-1,2,4-triazol-3-yl)piperazin-1-yl)pyrazolo[1,5-a]pyridine